C12(CC3CC(CC(C1)C3)C2)N(CCOCCCCSC2=C3CN(C(C3=CC=C2)=O)C2C(NC(CC2)=O)=O)C 3-(4-((4-(2-(adamantan-1-yl(methyl)amino)ethoxy)butyl)thio)-1-oxoisoindolin-2-yl)piperidine-2,6-dione